dicyclohexyl-iodoborane C1(CCCCC1)B(I)C1CCCCC1